ClC=1C=C(C=CC1O)/C=C/C(=O)C1=CC=C(C=C1)N1C(CCC1)=O 1-[4-[(E)-3-(3-Chloro-4-hydroxyphenyl)prop-2-enoyl]phenyl]pyrrolidin-2-one